CN1N=C2C=C(C=CC2=C1C)[N+](=O)[O-] 2,3-dimethyl-6-nitro-indazole